diethyl (2-(4-(2-chloro-7-methoxy-5H-pyrimido[5,4-b]indol-4-yl)piperazine-1-yl)ethyl)phosphonate ClC=1N=C(C=2NC=3C=C(C=CC3C2N1)OC)N1CCN(CC1)CCP(OCC)(OCC)=O